C1(=CC=CC=C1)C(C(=O)[O-])(C(=O)[O-])CCCCCCCCCCC 2-phenyl-2-undecylmalonate